N-((1H-pyrrolo[3,2-c]pyridin-2-yl)methyl)-1-(2-cyano-4-(6,6-difluoro-3-azabicyclo[3.1.0]hexan-3-yl)benzyl)-3-(methoxymethyl)-1H-pyrazole-4-carboxamide N1C(=CC=2C=NC=CC21)CNC(=O)C=2C(=NN(C2)CC2=C(C=C(C=C2)N2CC1C(C1C2)(F)F)C#N)COC